C[C@@H]1N([C@H](CC1)C)C(=O)N[C@H](C(=O)O)CCN(CCCCC1=NC=2NCCCC2C=C1)C[C@@H](CF)OC (2S)-2-[[(2S,5S)-2,5-dimethylpyrrolidine-1-carbonyl]amino]-4-[[(2S)-3-fluoro-2-methoxy-propyl]-[4-(5,6,7,8-tetrahydro-1,8-naphthyridin-2-yl)butyl]amino]butanoic acid